4-methyl-6,7,8,9-tetrahydropyrazolo[1,5-a][1,3]diazocine-5(4H)-one CN1C=2N(CCCCC1=O)N=CC2